IC1=NNC2=CC(=CC=C12)SC1=C(C(=O)NC)C=CC=C1 2-((3-iodo-1H-indazol-6-yl)thio)-N-methylbenzamide